2-(4-(2-acetyl-5-chlorophenyl)-5-methoxy-2-oxopyridin-1(2H)-yl)-4-(tert-butoxy)-N-(3,4-dihydro-2H-benzo[b][1,4]oxazin-5-yl)butanamide C(C)(=O)C1=C(C=C(C=C1)Cl)C1=CC(N(C=C1OC)C(C(=O)NC1=CC=CC=2OCCNC21)CCOC(C)(C)C)=O